(R)-2-((R)-1-fluoroethyl)pyrrolidine-1-carboxylate F[C@H](C)[C@@H]1N(CCC1)C(=O)[O-]